tert-Butyl (2R)-1-{[1-(4-methoxyphenyl)cyclopentyl]carbonyl}azepan-2-carboxylate COC1=CC=C(C=C1)C1(CCCC1)C(=O)N1[C@H](CCCCC1)C(=O)OC(C)(C)C